2-(2-amino-6-((4'-hydroxy-[1,1'-biphenyl]-4-yl)amino)-9H-purin-9-yl)-N-(1-ethyl-3-methyl-1H-pyrazol-5-yl)acetamide NC1=NC(=C2N=CN(C2=N1)CC(=O)NC1=CC(=NN1CC)C)NC1=CC=C(C=C1)C1=CC=C(C=C1)O